2-amino-2-(oxan-4-yl)ethanol NC(CO)C1CCOCC1